O=C(CC(=O)N)CCC(=O)N 3-oxoadipamide